O1C(NC2=C1C=CC(=C2)NC2=NC(=NC=C2F)NC=2C=CC(=NC2)N2CCN(CC2)C)=O N4-(benzo[d]oxazol-2(3H)-on-5-yl)-N2-[2-(4-methylpiperazin-1-yl)pyridin-5-yl]-5-fluoropyrimidine-2,4-diamine